C(C1=CC=CC=C1)NC(C(C1=CC=CC=C1)N(C(C#C)=O)C=1C=CC=C2C=NN(C12)C)=O N-(2-(Benzylamino)-2-oxo-1-phenylethyl)-N-(1-methyl-1H-indazol-7-yl)propiolamide